BrC=1C=C2C(=NC1)C1=C(N2C(C2CCOCC2)C2=CC=CC=C2)C(=CS1)C 6-bromo-3-methyl-4-(phenyl-(tetrahydro-2H-pyran-4-yl)methyl)-4H-thieno[2',3':4,5]pyrrolo[3,2-b]pyridine